ClC=1C=CC(=C(C1)NC(C(=O)N[C@H](C(=O)NC1=CC=C(C(=O)O)C=C1)CC1=CC=CC=C1)=O)N1C[C@@H](CC1)O 4-((S)-2-(2-((5-chloro-2-((R)-3-hydroxypyrrolidin-1-yl)phenyl)amino)-2-oxoacetamido)-3-phenylpropionamido)benzoic acid